3-[2-(2,6-dimethoxyphenyl)-1-methylpyrrolo[2,3-c]pyridin-5-yl]-1-[2-(piperazin-1-yl)ethyl]urea COC1=C(C(=CC=C1)OC)C1=CC=2C(=CN=C(C2)NC(NCCN2CCNCC2)=O)N1C